2-((1-methyl-1H-pyrazol-4-yl)amino)-4-((naphthalen-2-ylmethyl)amino)pyrimidin-5-carboxamide CN1N=CC(=C1)NC1=NC=C(C(=N1)NCC1=CC2=CC=CC=C2C=C1)C(=O)N